NC1=CN=CC(=N1)C=1N=C(C=2N(C1)N=CN2)NC2=CC(=C(C=C2)N2CCN(CC2)C2COC2)OC 6-(6-aminopyrazin-2-yl)-N-(3-methoxy-4-(4-(oxetan-3-yl)piperazin-1-yl)phenyl)-[1,2,4]triazolo[1,5-a]pyrazin-8-amine